3-(2-bromo-3-phenylanilino)-1-methylpyrazolo[4,5-b]pyridine BrC1=C(NC2=NN(C=3C2=NC=CC3)C)C=CC=C1C1=CC=CC=C1